5H,6H,8H-pyrano[3,4-d]Pyrimidin-2-amine N1=C(N=CC2=C1COCC2)N